CC=1NCC(C(N1)C(=O)O)O 1,4,5,6-tetrahydro-2-methyl-5-hydroxy-4-pyrimidinecarboxylic acid